N[C@@H](CC(C(F)(F)F)(C)C)C1=NC2=C(N1)C=CC(=C2)C(NC(CCC(F)(F)F)=O)C2CC2 |o1:1| N-((2-((S*)-1-Amino-4,4,4-trifluoro-3,3-dimethylbutyl)-1H-benzo[d]imidazol-5-yl)(cyclopropyl)methyl)-4,4,4-trifluorobutanamide